N-(3-{6-azaspiro[2.5]octane-6-yl}-4-{4-[2-(4,4-difluoropiperidin-1-yl)-[3,3'-bipyridin]-6-yl]-1H-1,2,3-triazol-1-yl}phenyl)-2-hydroxyethane-1-sulfonamide C1CC12CCN(CC2)C=2C=C(C=CC2N2N=NC(=C2)C2=CC=C(C(=N2)N2CCC(CC2)(F)F)C=2C=NC=CC2)NS(=O)(=O)CCO